(S)-7-methyl-6-oxooctahydro-2H-pyrazino[1,2-a]pyrazine-2-carboxylate C[C@@H]1NCC2N(CCN(C2)C(=O)[O-])C1=O